2-chloro-4-phenyl-6-(spiro[cyclohexane-1,9'-fluoren]-2'-yl)-1,3,5-triazine ClC1=NC(=NC(=N1)C1=CC=CC=C1)C1=CC=2C3(C4=CC=CC=C4C2C=C1)CCCCC3